C(C1=CC=CC=C1)OC(=O)NC1CCN(C(C12CC2)=O)C(=O)OC(C)(C)C tert-butyl 8-(((benzyloxy) carbonyl) amino)-4-oxo-5-azaspiro[2.5]octane-5-carboxylate